C(C)(C)C1=C(NC2=CC=C(C=C12)O[C@@H]1CNCCC1)C=1C=C(C(N(C1)C)=O)C (S)-5-(3-isopropyl-5-(piperidin-3-yloxy)-1H-indol-2-yl)-1,3-dimethylpyridin-2(1H)-one